C(C)N1C(C2=CC=C(C=C2C1(C)C)NC1=NC=C(C(=C1)N[C@H](CO)C1=CC=CC=C1)C1=NC(=NO1)C1=NC=CC=C1)=O (S)-2-ethyl-5-((4-((2-hydroxy-1-phenylethyl)amino)-5-(3-(pyridin-2-yl)-1,2,4-oxadiazol-5-yl)pyridin-2-yl)amino)-3,3-dimethylisoindolin-1-one